1-methyl-1H-benzo(d)[1,2,3]triazole-5-carbaldehyde CN1N=NC2=C1C=CC(=C2)C=O